NC1CCN(CC1)C=1N(C(C(=C(N1)C1=CC(=C(C#N)C=C1)F)C1=CC=C(C=C1)OC)=O)C 4-[2-(4-amino-piperidin-1-yl)-5-(4-methoxyphenyl)-1-methyl-6-oxo-1,6-dihydro-pyrimidin-4-yl]-2-fluorobenzonitrile